3-(3,4-dihydroxyphenyl)-2-methyl-alanine ethyl ester C(C)OC([C@@](N)(CC1=CC(=C(C=C1)O)O)C)=O